4-(diethylamino)-D-phenylalanine C(C)N(C1=CC=C(C[C@@H](N)C(=O)O)C=C1)CC